S(N1CCOCC1)N1CCOCC1 4,4'-thiodimorpholine